ClC=1C=C2C(=CC(=NC2=CC1)C(F)(F)F)N[C@@H]1C[C@@H](CCC1)NC1=NC=CC(=C1)N1C(CCC1)=O 1-(2-(((1R,3S)-3-((6-chloro-2-(trifluoromethyl)quinolin-4-yl)amino)cyclohexyl)amino)pyridin-4-yl)pyrrolidin-2-one